(6Z,9Z,28Z,31Z)-heptatriaconta-6,9,28,31-tetraene-19-yl-4-(dimethylamino)butanoate CCCCC\C=C/C\C=C/CCCCCCCCC(CCCCCCCC\C=C/C\C=C/CCCCC)OC(CCCN(C)C)=O